4-chloro-7-(trifluoromethyl)isoindolin-1-one ClC1=C2CNC(C2=C(C=C1)C(F)(F)F)=O